ClC=1C=C(NC2(CCC3([C@@H](CC4=CC(=CC=C34)F)C[C@H](COC3=CC=NC=4CCC[C@H](C34)C)C)CC2)C(=O)O)C=CC1 (1r,2'R,4R)-4-(3-chloroanilino)-5'-fluoro-2'-[(2R)-2-methyl-3-{[(5R)-5-methyl-5,6,7,8-tetrahydroquinolin-4-yl]oxy}propyl]-2',3'-dihydrospiro[cyclohexane-1,1'-indene]-4-carboxylic acid